N4-(5-bromo-2-methoxyphenyl)-7-methoxyquinazolin-4,6-diamine BrC=1C=CC(=C(C1)NC1=NC=NC2=CC(=C(C=C12)N)OC)OC